FC=1C(=C2C(C=C(NC2=CC1)C1=C(C=C(C=C1)C(C(F)(F)F)(C)C)C)=O)O 6-fluoro-5-hydroxy-2-[2-methyl-4-(2,2,2-trifluoro-1,1-dimethyl-ethyl)phenyl]-1H-quinolin-4-one